(E)-3-(6-aminopyridin-3-yl)-N-((5-(5-(4-methylpiperazine-1-carbonyl)pyridin-2-yl)-7-(trifluoromethyl)benzofuran-2-yl)methyl)acrylamide NC1=CC=C(C=N1)/C=C/C(=O)NCC=1OC2=C(C1)C=C(C=C2C(F)(F)F)C2=NC=C(C=C2)C(=O)N2CCN(CC2)C